bis(2-cyanoethyl)-phenylphosphane C(#N)CCP(C1=CC=CC=C1)CCC#N